C(C)OC(=O)[C@H]1N(C(CC1)(C)CC(=O)OC)C(CC(=O)OCC)=O.C(#C)C=1C=C(C=CC1)NC1=NC=NC2=CC(=C(C=C12)OCCCN1CCOCC1)OCCCN1CCOCC1 4-(3-ethynylphenylamino)-6,7-bis[3-(4-morpholinyl)propoxy]quinazoline ethyl-(2S)-1-(3-ethoxy-3-oxopropanoyl)-5-(2-methoxy-2-oxoethyl)-5-methylpyrrolidine-2-carboxylate